(1-methyl-1H-pyrazol-4-yl)furan-2-formaldehyde CN1N=CC(=C1)C1=C(OC=C1)C=O